CC1=C(OC(C(=O)OCC)(C)C)C(=CC(=C1)CN1C=NN(C1=O)C1=CC=C(C=C1)S(=O)(=O)C)C Ethyl 2-(2,6-dimethyl-4-((1-(4-(methylsulfonyl) phenyl)-5-oxo-1,5-dihydro-4H-1,2,4-triazol-4-yl) methyl) phenoxy)-2-methylpropionate